The molecule is a TriHOME that is (11E)-octadec-11-enoic acid in which the three hydroxy substituents are located at positions 9, 10 and 13. It has a role as a human blood serum metabolite. It is a TriHOME, a monounsaturated fatty acid, a long-chain fatty acid and a straight-chain fatty acid. CCCCCC(/C=C/C(C(CCCCCCCC(=O)O)O)O)O